cyclopropan-1-sulfonamid C1(CC1)S(=O)(=O)N